FC=1C=C(C=CC1OC1=CC=NC2=CC(=C(N=C12)OC)OCCOC)NC(=O)C=1C(=NC(=C(C1O)OC)C)C N-[3-fluoro-4-[[6-methoxy-7-(2-methoxyethoxy)-1,5-naphthyridin-4-yl]oxy]phenyl]-4-hydroxy-5-methoxy-2,6-dimethylpyridine-3-carboxamide